(5-ethyl-1-phenyl-1H-1,2,4-triazol-3-yl)methanone C(C)C1=NC(=NN1C1=CC=CC=C1)C=O